(5-isopropyl-1-(3,4-difluorobenzylimidazol-4-yl)methylene)piperazine-2,5-dione C(C)(C)C1=C(N=C(N1)CC1=CC(=C(C=C1)F)F)C=C1C(NCC(N1)=O)=O